FC(OC1=CC=C(C(=O)N2CC3=CC=CC(=C3CC2)C(CC(=O)O)C2=CC3=C(N(N=N3)C)C(=C2)OC)C=C1)F 3-[2-(4-Difluoromethoxybenzoyl)-1,2,3,4-tetrahydroisoquinolin-5-yl]-3-(7-methoxy-1-methyl-1H-benzo[d][1,2,3]triazol-5-yl)propionic acid